(2R,3S)-3-tert-butoxycarbonylamino-1-amino-4-phenyl-2-butanol C(C)(C)(C)OC(=O)N[C@H]([C@@H](CN)O)CC1=CC=CC=C1